C(=O)(OC(C)(C)C)N[C@H](CCC(N)=O)C(=O)O N-Boc-D-glutamine